C(#N)C=1C=C(C=CC1F)NC(=O)N1CC=2C(=NN3C2C(N(CC(C3)C3=NNC=N3)C)=O)CC1 N-(3-Cyano-4-fluorophenyl)-10-methyl-11-oxo-8-(1H-1,2,4-triazol-3-yl)-3,4,8,9,10,11-hexahydro-1H-pyrido[4',3':3,4]pyrazolo[1,5-a][1,4]diazepine-2(7H)-carboxamide